N-(6-(1-Cyclopropylethoxy)pyridin-2-yl)-4-((2-hydroxyethyl)sulfonamido)-2-(6-azaspiro[2.5]octan-6-yl)benzamide C1(CC1)C(C)OC1=CC=CC(=N1)NC(C1=C(C=C(C=C1)NS(=O)(=O)CCO)N1CCC2(CC2)CC1)=O